3-nitro-10H-phenoxazine [N+](=O)([O-])C=1C=CC=2NC3=CC=CC=C3OC2C1